FC1=CC=C(C=C1)CN(C1=NC=CC(=N1)N1CCNCC1)CC1=CC=C(C=C1)OCC(C)C N-[(4-fluorophenyl)methyl]-N-[[4-(2-methylpropyloxy)phenyl]methyl]-4-(piperazin-1-yl)pyrimidin-2-amine